6-(7-amino-2H-1,3-benzodioxol-4-yl)-5-{3-fluoro-4-[(4-methylpyrimidin-2-yl)oxy]phenyl}-7-methyl-5H-pyrrolo[3,2-d]pyrimidin-4-amine NC1=CC=C(C2=C1OCO2)C2=C(C=1N=CN=C(C1N2C2=CC(=C(C=C2)OC2=NC=CC(=N2)C)F)N)C